1-(2-dimethylaminoethyl)-3-methylimidazolinium-2-carboxylate CN(CC[NH+]1C(N(CC1)C)C(=O)[O-])C